FC1(CCN(CC1)C1=NC(=CC(=N1)C=1C(=C(C(=O)N)C=CC1S(=O)(=O)C(CO)(C)C)N1CCC2(CC2)CC1)C)F (2-(4,4-difluoropiperidin-1-yl)-6-methylpyrimidin-4-yl)-4-((1-hydroxy-2-methylpropan-2-yl)sulfonyl)-2-(6-azaspiro[2.5]oct-6-yl)benzamide